(2R,3R,4S,5R)-2-(4-amino-1H-[1,2,3]Triazolo[4,5-c]Pyridin-1-yl)-5-(hydroxymethyl)tetrahydrofuran-3,4-diol NC1=NC=CC2=C1N=NN2[C@@H]2O[C@@H]([C@H]([C@H]2O)O)CO